ClC1=CC=2NC(=C(C2S1)S(NC1=C(C=C(C(=C1)F)CC(F)F)F)(=O)=O)C(=O)OCC ethyl 2-chloro-6-(N-(4-(2,2-difluoroethyl)-2,5-difluorophenyl)sulfamoyl)-4H-thieno[3,2-b]pyrrole-5-carboxylate